ClC=1C=C(C=CC1)C(C(C)(C)C1=CC(=CC=C1)Cl)OC(=O)N[C@H](C(=O)O)CC1CCCCC1 (2S)-2-(((1,2-bis(3-chlorophenyl)-2-methylpropoxy)carbonyl)amino)-3-cyclohexylpropanoic acid